C(C)C1=CC=C(C=C1)OCC 4-ethylphenetol